COCC(C)(C)N1C=CC=2C1=NC(=CC2)C#N 1-(1-methoxy-2-methylpropan-2-yl)-1H-pyrrolo[2,3-b]pyridIne-6-carbonitrile